(2R,5S)-5-(aminomethyl)-2-(4-phenoxyphenyl)-1,4-thiazepan-3-one hydrochloride Cl.NC[C@H]1NC([C@H](SCC1)C1=CC=C(C=C1)OC1=CC=CC=C1)=O